6-(difluoromethyl)-8-(2-methyl-2-azaspiro[3.3]hept-6-yl)-N-(1-(methylsulfonyl)piperidin-4-yl)quinazolin-2-amine FC(C=1C=C2C=NC(=NC2=C(C1)C1CC2(CN(C2)C)C1)NC1CCN(CC1)S(=O)(=O)C)F